((3S,7aR)-7a-(hydroxymethyl) hexahydro-1H-pyrrolizin-3-yl) methyldimethylcarbamate CCN(C(O[C@H]1CC[C@]2(CCCN12)CO)=O)C